N1=CC=C2N1CCCN2C=2C=NC=1CCN(CC1C2)C2=C(C=C(N=N2)C(=O)N2CC(C2)(C#N)C)C 1-(6-(3-(6,7-dihydropyrazolo[1,5-a]pyrimidin-4(5H)-yl)-7,8-dihydro-1,6-naphthyridin-6(5H)-yl)-5-methylpyridazine-3-carbonyl)-3-methylazetidine-3-carbonitrile